N(N)C(OCC12CCC(CC1)(CC2)O)=S O-((4-hydroxybicyclo(2.2.2)octan-1-yl)methyl) hydrazinecarbothioate